FC=1C=CC(=C(C1)C1=NOC(=N1)[C@@H]1CC12CCN(CC2)S(=O)(=O)N)C(F)(F)F (1R)-1-{3-[5-fluoro-2-(trifluoromethyl)phenyl]-1,2,4-oxadiazol-5-yl}-6-azaspiro[2.5]octane-6-sulfonamide